2-(3,5-Dichloro-4-((2-(2-fluorophenyl)-1-oxo-1,2,3,4-tetrahydroisoquinolin-6-yl)oxy)phenyl)-3,5-dioxo-2,3,4,5-tetrahydro-1,2,4-triazine-6-carboxylic acid ClC=1C=C(C=C(C1OC=1C=C2CCN(C(C2=CC1)=O)C1=C(C=CC=C1)F)Cl)N1N=C(C(NC1=O)=O)C(=O)O